NC1=NC2=CC=C(C=C2C=C1C)C(=O)N([C@H](C)C1=NC=CC=N1)CC1=CC=C(C=N1)C=1CCN(CC1)C(=O)OC methyl (R)-6-((2-amino-3-methyl-N-(1-(pyrimidin-2-yl)ethyl)quinoline-6-carboxamido)methyl)-3',6'-dihydro-[3,4'-bipyridine]-1'(2'H)-carboxylate